OC1(CC(=CC=C1)SSC=1CC(C=CC1)(O)O)O 3,3-Dihydroxyphenyldisulfid